(±)-6-{((trans)-4-(4-methoxyphenyl)azepan-3-yl)methoxy}-2,3-dihydro-1H-isoindol-1-one COC1=CC=C(C=C1)[C@H]1[C@@H](CNCCC1)COC1=CC=C2CNC(C2=C1)=O |r|